C1(CC1)C(=O)NC1=CC(=C(C(=O)N2CCCCC2)C=C1)N1CCCC1 1-[4-(cyclopropanecarbonylamino)-2-pyrrolidin-1-ylbenzoyl]piperidin